COC(=O)C1=NC=C(C(=C1)NC(CC1=C(C=C(C(=C1)OC)C(C)(C)C)F)=O)F 4-[[2-(4-tert-butyl-2-fluoro-5-methoxy-phenyl)acetyl]amino]-5-fluoro-pyridine-2-carboxylic acid methyl ester